2-({3-fluoro-4-[5-(trifluoromethyl)-1,2,4-oxadiazol-3-yl]phenyl}methoxy)-5-methoxypyridine FC=1C=C(C=CC1C1=NOC(=N1)C(F)(F)F)COC1=NC=C(C=C1)OC